2-(3-methyl-1H-pyrazol-4-yl)pyrazolo[5,1-b]thiazole-7-carboxamide CC1=NNC=C1C1=CN2C(S1)=C(C=N2)C(=O)N